bis(4-hydroxyphenyl)-3-methoxy-4-hydroxyphenylmethane OC1=CC=C(C=C1)C(C1=CC(=C(C=C1)O)OC)C1=CC=C(C=C1)O